C(C)(C)(C)OC(=O)N1CC(C=2C3=C(C=CC12)C(=CC=C3)Br)C 6-bromo-1-methyl-1,2-dihydro-3H-benzo[e]Indole-3-carboxylic acid tert-butyl ester